N-(2-bromobenzyl)-5-chloro-N-ethyl-4-(((ethyl(methyl)amino)methylene)amino)-2-methylbenzamide BrC1=C(CN(C(C2=C(C=C(C(=C2)Cl)N=CN(C)CC)C)=O)CC)C=CC=C1